FC1=CC=CC=2C=3C(C(NC12)=O)=COC3 6-fluorofuro[3,4-c]quinolin-4(5H)-one